[N+](=O)([O-])C1=CC=C(C(=O)NC2=CC=C(C(=O)O)C=C2)C=C1 4-[(4-nitrobenzoyl)amino]benzoic acid